SC1=C(C(=O)OC)C=CC=N1 Methyl 2-mercaptonicotinate